C(C1=CC=CC=C1)OC1=C(N(C=CC1=O)CC(=O)C1=CC(=CC=C1)Cl)C 3-(benzyloxy)-1-(2-(3-chlorophenyl)-2-oxoethyl)-2-methylpyridin-4(1H)-one